C(C1=CC=CC=C1)(=O)OC[C@]1(O[C@H](COC1)N1C(N=C(C=C1)NC(C1=CC=CC=C1)=O)=O)CO[Si](C(C)C)(C(C)C)C(C)C [(2S,6R)-6-(4-benzamido-2-oxo-pyrimidin-1-yl)-2-(triisopropylsilyloxymethyl)-1,4-dioxan-2-yl]methyl benzoate